OC(C(=O)N1[C@H]([C@H](CC1)NS(=O)(=O)C)CC=1C(=C(C=CC1)C1=C(C(=CC=C1)F)F)F)(C)C N-((2S,3S)-1-(2-hydroxy-2-methyl-propanoyl)-2-((2,2',3'-trifluorobiphenyl-3-yl)methyl)pyrrolidin-3-yl)methanesulfonamide